(2S,5R)-2-Isopropyl-5-methyl-N-(2-(pyridin-4-yl)ethyl)cyclohexancarboxamide C(C)(C)[C@H]1C(C[C@@H](CC1)C)C(=O)NCCC1=CC=NC=C1